N-(5-((5-chloro-4-((3-ethyl-2-(N-methylmethylsulfonamido)phenyl)amino)pyrimidin-2-yl)amino)-2-((2-(dimethylamino)ethyl)(methyl)amino)-4-methoxyphenyl)acrylamide ClC=1C(=NC(=NC1)NC=1C(=CC(=C(C1)NC(C=C)=O)N(C)CCN(C)C)OC)NC1=C(C(=CC=C1)CC)N(S(=O)(=O)C)C